furyl-1,2,4-triazole iron [Fe].O1C(=CC=C1)C1=NNC=N1